C(#N)C1=C(C2=C(S1)C(=CC=C2)OC)CCNC(OC(C)(C)C)=O Tert-butyl (2-(2-cyano-7-methoxybenzo[b]thiophen-3-yl)ethyl)carbamate